Allyl 3,4-di-O-Benzyl-2-deoxy-2-{[(2,2,2-trichloroethoxy) carbonyl] amino}-α-D-Glucopyranoside C(C1=CC=CC=C1)O[C@@H]1[C@H]([C@@H](OCC=C)O[C@@H]([C@H]1OCC1=CC=CC=C1)CO)NC(=O)OCC(Cl)(Cl)Cl